4-[1-(2,6-Dioxo-3-piperidyl)-3-methyl-2-oxo-benzimidazol-4-yl]but-3-ynyl methanesulfonate CS(=O)(=O)OCCC#CC1=CC=CC=2N(C(N(C21)C)=O)C2C(NC(CC2)=O)=O